2-ethylhexyl-(trimethylsilyl)dimethylketene C(C)C(CC(C(=C=O)C)[Si](C)(C)C)CCCC